(RS)-3-(4-Chloro-phenyl)-N-(4-piperidin-3-yl-phenyl)-propionamid ClC1=CC=C(C=C1)CCC(=O)NC1=CC=C(C=C1)[C@@H]1CNCCC1 |r|